C(C)(=O)C=1C=C(C=C2C(C(=C(OC12)N1CCC(CC1)(C)C)C=C)=O)C 8-acetyl-2-(4,4-dimethyl-1-piperidyl)-6-methyl-3-vinyl-chromen-4-one